zinc octyl-thiophosphate salt C(CCCCCCC)OP(=S)([O-])[O-].[Zn+2]